γ-Himachalene CC1=CC2C(CC1)C(=CCCC2(C)C)C